N-(3-((1s,3s)-3-(cyanomethyl)-1-(4-methyl-4H-1,2,4-triazol-3-yl)cyclobutyl)phenyl)-4-((isobutylamino)methyl)-7,7-dimethyl-6,7-dihydro-5H-cyclopenta[b]pyridine-2-carboxamide C(#N)CC1CC(C1)(C1=NN=CN1C)C=1C=C(C=CC1)NC(=O)C1=CC(=C2C(=N1)C(CC2)(C)C)CNCC(C)C